(diphenylsilanediyl)bis(4,1-phenylene) bis(sulfurofluoridate) S(OC1=CC=C(C=C1)[Si](C1=CC=C(C=C1)OS(=O)(=O)F)(C1=CC=CC=C1)C1=CC=CC=C1)(=O)(=O)F